5-chloro-3-(2-oxo-2-(pyrrolidin-1-yl)ethoxy)thiophene-2-carboxamide ClC1=CC(=C(S1)C(=O)N)OCC(N1CCCC1)=O